N1=CC(=CC=C1)C1=NOC=N1 3-(pyridin-3-yl)-1,2,4-oxadiazole